BrC=C(Br)Br tribromoethene